FC(C1=NC(=C2N1CCNC2)C(=O)N)(F)F 3-(trifluoromethyl)-5,6,7,8-tetrahydroimidazo[1,5-a]pyrazine-1-carboxamide